(R)-2-((1-((1s,4S)-4-Aminocyclohexyl)-2-methylpropan-2-yl)amino)-1-(3-fluorophenyl)ethan-1-ol NC1CCC(CC1)CC(C)(C)NC[C@H](O)C1=CC(=CC=C1)F